3-(4-methoxyphenyl)-2-propene-1-one COC1=CC=C(C=C1)C=CC=O